[C@@H]12OC[C@@H](N(C1)C1=C(C=CC=3N(C(=NC31)C3=C(C=NC=C3)F)C)NC(=O)C3=NC(=NC=C3)C3=C(C=CC=C3OC)F)C2 N-(4-((1S,4S)-2-Oxa-5-azabicyclo[2.2.1]heptan-5-yl)-2-(3-fluoropyridin-4-yl)-1-methyl-1H-benzo[d]imidazol-5-yl)-2-(2-fluoro-6-methoxyphenyl)pyrimidine-4-carboxamide